N-(3-(4-fluorostyryl)-4-((2-(thiazol-2-yl)ethyl)amino)phenyl)acrylamide FC1=CC=C(C=CC=2C=C(C=CC2NCCC=2SC=CN2)NC(C=C)=O)C=C1